CC=CC(=CC=CCCCCCCCC)C(=O)O Pentadeca-2,4,6-triene-4-carboxylic acid